6-bromo-N-[(1S)-2-[[(1S)-1-cyano-2-[(3S)-2-oxo-3-piperidyl]ethyl]amino]-1-(cyclopropylmethyl)-2-oxo-ethyl]-3-fluoro-1H-indole-2-carboxamide BrC1=CC=C2C(=C(NC2=C1)C(=O)N[C@H](C(=O)N[C@@H](C[C@H]1C(NCCC1)=O)C#N)CC1CC1)F